CC=1N(C(=CC1)C)C=1N(C2=C(N1)C=C(C=C2C#N)C(=C)C=2C=NC=CC2)C 2-(2,5-dimethylpyrrol-1-yl)-3-methyl-6-[1-(3-pyridinyl)vinyl]benzimidazole-4-carbonitrile